2-(2-aminopyridin-4-yl)-4-(cyclopropylmethoxy)-N-methylthiazole-5-carboxamide NC1=NC=CC(=C1)C=1SC(=C(N1)OCC1CC1)C(=O)NC